ClC1=CC(=CC(=N1)C(=O)OC)C(=O)OC Dimethyl 6-chloropyridine-2,4-dicarboxylate